4-{1-Methyl-6-oxo-5-[(pyrimidin-4-yl)amino]-1,6-dihydropyridin-3-yl}-2-{6-oxo-8-thia-4,5-diazatricyclo[7.4.0.02,7]trideca-1(9),2(7),3-trien-5-yl}pyridine-3-carbaldehyde CN1C=C(C=C(C1=O)NC1=NC=NC=C1)C1=C(C(=NC=C1)N1N=CC=2C=3CCCCC3SC2C1=O)C=O